C(CCC)OC(=C)C1=CC(=CC=2C=3N(C(=NC12)N1CCCCC1)C=NN3)C 7-(1-butoxyvinyl)-9-methyl-5-(piperidin-1-yl)-[1,2,4]triazolo[4,3-c]quinazoline